3-Bromo-4-methoxy-2-pivalamidobenzoic acid methyl ester COC(C1=C(C(=C(C=C1)OC)Br)NC(C(C)(C)C)=O)=O